OC(C(CC(=O)O)C)C 4-HYDROXY-3-METHYLPENTANOIC ACID